COC1=C(C=CC=C1)C1=C(C=NC(=C1)C)C(=O)NC=1SC2=C(N1)CN(C2)C(=O)[C@@H]2NC(C2)=O |r| (Racemic)-4-(2-methoxyphenyl)-6-methyl-N-[5-(4-oxoazetidine-2-carbonyl)-4H,5H,6H-pyrrolo[3,4-d][1,3]thiazol-2-yl]pyridine-3-carboxamide